ethyl (7R)-7-[4-(2-nitrobenzene-1-sulfonyl)piperazin-1-yl]-2-{4-[2-(trifluoromethoxy)phenoxy]phenyl}-4,5,6,7-tetrahydro-2H-pyrazolo[4,3-b]pyridine-3-carboxylate [N+](=O)([O-])C1=C(C=CC=C1)S(=O)(=O)N1CCN(CC1)[C@H]1C=2C(NCC1)=C(N(N2)C2=CC=C(C=C2)OC2=C(C=CC=C2)OC(F)(F)F)C(=O)OCC